(4-((3-ethyl-2,4-dioxo-1,2,3,4-tetrahydroquinazoline-7-yl)methyl)piperazine-1-yl)-N-methylpyridineformamide C(C)N1C(NC2=CC(=CC=C2C1=O)CN1CCN(CC1)C=1C(=NC=CC1)C(=O)NC)=O